(R)-2-(4-hydroxyphenoxy)propionic acid-N-(2-fluorophenyl)-N-methyl amide FC1=C(C=CC=C1)N(C([C@@H](C)OC1=CC=C(C=C1)O)=O)C